C1(CCC2=CC=CC=C12)B1OC(C)(C)C(C)(C)O1 indanylboronic acid pinacol ester